z-11-hexadecene CCCCCCCCCC\C=C/CCCC